OCCC(SC1=NN=CN1C)C=1C=C(C=CC1)NC(C1=NC(=CC=C1)C(F)(F)F)=O N-(3-(3-hydroxy-1-((4-methyl-4H-1,2,4-triazol-3-yl)thio)propyl)phenyl)-6-(trifluoromethyl)picolinamide